6-(2-Fluoro-3-methoxyphenyl)-N-((1r,3r)-3-methoxycyclobutyl)-2-(1-methyl-1H-imidazol-2-yl)-5-(1-methyl-1H-pyrazol-3-yl)pyrrolo[2,1-f][1,2,4]triazin-4-amine FC1=C(C=CC=C1OC)C=1C(=C2C(=NC(=NN2C1)C=1N(C=CN1)C)NC1CC(C1)OC)C1=NN(C=C1)C